[10-(4-chlorophenyl)phenanthrene-9-yl]diphenylsilane tert-butyl-(3S,4S)-4-fluoro-3-[[6-(6-fluoro-7-isopropoxy-imidazo[1,2-a]pyridin-3-yl)-2-pyridyl]amino]piperidine-1-carboxylate C(C)(C)(C)OC(=O)N1C[C@@H]([C@H](CC1)F)NC1=NC(=CC=C1)C1=CN=C2N1C=C(C(=C2)OC(C)C)F.ClC2=CC=C(C=C2)C2=C(C1=CC=CC=C1C=1C=CC=CC21)[SiH](C2=CC=CC=C2)C2=CC=CC=C2